[Li].C(CCC#N)#N succinonitrile lithium salt